2-bromo-4-{2-[(3R)-3-(2-isopropylphenyl)morpholin-4-yl]-6-methyl-7-azaspiro[3.5]nonan-7-yl}benzoic acid BrC1=C(C(=O)O)C=CC(=C1)N1C(CC2(CC(C2)N2[C@@H](COCC2)C2=C(C=CC=C2)C(C)C)CC1)C